O-(((2S,6R)-6-(2-isobutyramido-6-((4-methylbenzyl)oxy)-9H-purin-9-yl)-4-tritylmorpholin-2-yl)methyl) S-hydrogen (S)-dimethylphosphoramidothioate CN([P@](OC[C@@H]1CN(C[C@@H](O1)N1C2=NC(=NC(=C2N=C1)OCC1=CC=C(C=C1)C)NC(C(C)C)=O)C(C1=CC=CC=C1)(C1=CC=CC=C1)C1=CC=CC=C1)(S)=O)C